3-N-(6-chloro-4-methoxypyridin-3-yl)-1-cyano-3-(2-isopropylphenyl)azetidine-3-carboxamide ClC1=CC(=C(C=N1)NC(=O)C1(CN(C1)C#N)C1=C(C=CC=C1)C(C)C)OC